C(C)OC([C@H](CCCCCCCC1=NC=2NCCCC2C=C1)NC(=O)OC1(CN(C1)C(=O)OC(C)(C)C)C)=O tert-butyl (S)-3-(((1-ethoxy-1-oxo-9-(5,6,7,8-tetrahydro-1,8-naphthyridin-2-yl)nonan-2-yl)carbamoyl)oxy)-3-methylazetidine-1-carboxylate